(E)-N-(5-bromo-2-fluoro-3-methylbenzylidene)-2-methylpropane-2-sulfinamide BrC=1C=C(C(=C(\C=N\S(=O)C(C)(C)C)C1)F)C